3-[(1R,2S,4S)-norbornan-2-yl]oxy-1H-pyrazole [C@@H]12[C@H](C[C@@H](CC1)C2)OC2=NNC=C2